FC(OC1=CC=C(CC2=C(OC3CCNCC3)C=CC=C2)C=C1)(F)F 4-(4-trifluoromethoxybenzylphenoxy)piperidine